NC1=C2N=CN(C2=NC=N1)CCCNC(=O)[C@H]1N(C[C@@H](C1)O)C([C@H](C(C)(C)C)N1N=NC(=C1)C1CC1)=O (2S,4r)-N-[3-(6-aminopurine-9-yl)propyl]-1-[(2S)-2-(4-cyclopropyltriazol-1-yl)-3,3-dimethyl-butyryl]-4-hydroxy-pyrrolidine-2-carboxamide